N-[5-[[2-(6-azaspiro[2.4]heptan-6-yl)acetyl]amino]-2-methyl-3-pyridyl]-6-(1-methylpyrazol-4-yl)triazolo[1,5-a]pyridine-3-carboxamide C1CC12CCN(C2)CC(=O)NC=2C=C(C(=NC2)C)NC(=O)C=2N=NN1C2C=CC(=C1)C=1C=NN(C1)C